C(C)(C)(C)C1=CC(=NC=N1)N[C@H](C(=O)O)CCN(CCCCC1=NC=2NCCCC2C=C1)CCN1N=C(C=C1C)C (S)-2-((6-(tert-butyl)pyrimidin-4-yl)amino)-4-((2-(3,5-dimethyl-1H-pyrazol-1-yl)ethyl)(4-(5,6,7,8-tetrahydro-1,8-naphthyridin-2-yl)butyl)amino)butanoic acid